N1C=NC(=C1)NC([C@H](C)N1C[C@@H](C(CC1)(F)F)C1=CC=[N+](C=C1)[O-])=O 4-((S)-1-((S)-1-((1H-imidazol-4-yl)amino)-1-oxopropan-2-yl)-4,4-difluoropiperidin-3-yl)pyridine 1-oxide